BrC1=C(C=C(C(=C1)Br)OC)S(=O)(=O)N[C@@H](C(=O)O)C(C)C (R)-2-(2,4-dibromo-5-methoxyphenylsulfonylamino)-3-methylbutyric acid